(3aR,6R,6aR)-6-(6-methoxypyridin-3-yl)-2,2-dimethyl-tetrahydrocyclopenta[d][1,3]dioxol-4-one COC1=CC=C(C=N1)[C@H]1CC([C@H]2[C@@H]1OC(O2)(C)C)=O